1-(4-aminophenyl)ethan-1-ol NC1=CC=C(C=C1)C(C)O